S1C(=CC=C1)C=1C=CC=C(C1C(=O)O)C(=O)O.ClC1=C(C=C(OCC(=O)N[C@@H]2CN[C@H](CC2)C=2OC(=NN2)OCCCCC)C=C1)F 2-(4-chloro-3-fluorophenoxy)-N-[(3s,6r)-6-[5-(pentyloxy)-1,3,4-oxadiazol-2-yl]piperidin-3-yl]acetamide thiophenephthalate